C(C(=C)C)(=O)ON(C(=O)CC1=CN=C(S1)CCCCC(N)N)OCC 5-(methacryloyloxy-2-ethoxyaminocarbonyl)methylthiazolePentanediamine